C(C)C1(C(C1)C1=CC=CC=C1)NCC(=O)N1CCN(CC1)C [(1-ethyl-2-phenyl-cyclopropyl)amino]-1-(4-methylpiperazin-1-yl)ethanone